4-(5-Bromopyridin-2-yl)-4-cyanopiperidine-1-carboxylic acid tert-butyl ester C(C)(C)(C)OC(=O)N1CCC(CC1)(C#N)C1=NC=C(C=C1)Br